C(C)(C)C1=NN(C=C1N1CCN(CC1)C(=O)OC(C)(C)C)C1=CC=C(C=C1)OC(F)(F)F tert-butyl 4-[3-isopropyl-1-[4-(trifluoromethoxy)phenyl]pyrazol-4-yl]piperazine-1-carboxylate